ClC1=CC=C(O1)C1C(=NN(C1(C(=O)NCC1CN(CCO1)C)C)C1=C(C=C(C=C1)F)F)C1=C(C=C(C=C1)F)F (5-Chlorofuran-2-yl)-1,3-bis(2,4-difluorophenyl)-5-methyl-N-((4-methylmorpholin-2-yl)methyl)-4,5-dihydro-1H-pyrazole-5-carboxamide